COC=1C=CC2=C(N=C(S2)C=2C=C(C=NC2)NC(=O)N)C1 1-(5-(5-methoxybenzo[d]thiazol-2-yl)pyridin-3-yl)urea